(S)-1-(4-(6-chloro-2-(3-(dimethylamino)azetidin-1-yl)-8-fluoro-7-(2-fluoro-6-hydroxyphenyl)quinazolin-4-yl)piperazin-1-yl)prop-2-en-1-one ClC=1C=C2C(=NC(=NC2=C(C1C1=C(C=CC=C1O)F)F)N1CC(C1)N(C)C)N1CCN(CC1)C(C=C)=O